5-(1-(2,2-Difluoroethyl)-1H-benzo[d][1,2,3]triazol-6-yl)-N-(2-fluoro-2-methylpropyl)-4-methoxy-7H-pyrrolo[2,3-d]pyrimidin-2-amine FC(CN1N=NC2=C1C=C(C=C2)C2=CNC=1N=C(N=C(C12)OC)NCC(C)(C)F)F